sulfur Pentafluoride [S](F)(F)(F)(F)F